NC1=NC=2C=CC(=CC2C2=C1[C@H](OC2)C)C(=O)N([C@H](C)C2CCOCC2)CC2=NC=C(C=C2)C#N (3R)-4-amino-N-((5-cyano-2-pyridinyl)methyl)-3-methyl-N-((1R)-1-(tetrahydro-2H-pyran-4-yl)ethyl)-1,3-dihydrofuro[3,4-c]quinoline-8-carboxamide